2-Azabicyclo[5.1.0]octane C12NCCCCC2C1